COC(COC1=C(C=O)C=CC(=C1)[N+](=O)[O-])OC (2,2-Dimethoxyethoxy)-4-nitrobenzaldehyde